C[C@]12CC3(CC(C[C@@](C1)(C3)C)C2)NC(=O)NC2=CC=C(C=C2)\C=C/2\C(NC(S2)=O)=O 1-((1R,3R,5S,7R)-3,5-dimethyladamantan-1-yl)-3-(4-((Z)-(2,4-dioxothiazolidine-5-ylidene)methyl)phenyl)urea